C1OCC2=C1C1=CC=C(C=C1C=C2)O 1,3-dihydronaphtho[1,2-c]furan-7-ol